3-{1-[2-(1-(3,4-dichlorophenyl)-5-methyl-1H-pyrazol-3-yloxy)ethyl]piperidin-4-yl}-3H-imidazo[4,5-b]pyridine ClC=1C=C(C=CC1Cl)N1N=C(C=C1C)OCCN1CCC(CC1)N1C=NC=2C1=NC=CC2